C1(=CC=C(C=C1)NC(N)=O)C 3-(p-tolyl)urea